C(C)OC1=C(C=C(C=C1)C=1C=C2CC([C@H](C2=CC1F)NC(O[C@@H]1CN2CCC1CC2)=O)(C)C)F (S)-quinuclidin-3-yl ((R)-5-(4-ethoxy-3-fluorophenyl)-6-fluoro-2,2-dimethyl-2,3-dihydro-1H-inden-1-yl)carbamate